CC1=C(C=NC=C1)C(=O)N1CCC2(C(C2)CNC(=O)N2CC=3C=NC=CC3C2)CC1 N-[[6-(4-methylpyridine-3-carbonyl)-6-azaspiro[2.5]octan-2-yl]methyl]-1,3-dihydropyrrolo[3,4-c]pyridine-2-carboxamide